C(C)(C)(C)OC(=O)C1=NC(=CC=C1N[C@H](C)C=1C=C(C=C2C(C(=C(OC12)SCC)C)=O)C)Cl 6-chloro-3-[[(1R)-1-(2-ethylsulfanyl-3,6-dimethyl-4-oxo-chromen-8-yl)ethyl]amino]pyridine-2-carboxylic acid tert-butyl ester